CC(C(CCCCCC)O)O cis-2,3-nonanediol